4-((1R,5S)-3,8-diazabicyclo[3.2.1]octan-3-yl)-2-(((2R,7aS)-2-fluorotetrahydro-1H-pyrrolizin-7a(5H)-yl)methoxy)-7-(1-methyl-1H-indazol-7-yl)quinazoline [C@H]12CN(C[C@H](CC1)N2)C2=NC(=NC1=CC(=CC=C21)C=2C=CC=C1C=NN(C21)C)OC[C@]21CCCN1C[C@@H](C2)F